N-[2-(2-aminoethylamino)-2-oxo-ethyl]-4-[[3-(2,3-difluoro-4-methoxy-phenyl)imidazo[1,2-a]pyrazin-8-yl]amino]-2-ethyl-benzamide NCCNC(CNC(C1=C(C=C(C=C1)NC=1C=2N(C=CN1)C(=CN2)C2=C(C(=C(C=C2)OC)F)F)CC)=O)=O